C(C)N1[C@@H](C(CCC1)C1=CC=2C(=NC=CC2NC=2C(=CC3=C(N=CS3)C2F)F)S1)C N-(2-((2R)-1-ethyl-2-methylpiperidin-3-yl)-thieno[2,3-b]-pyridin-4-yl)-4,6-difluorobenzo[d]thiazol-5-amine